2-(4-(2,6-bis(benzyloxy)pyridin-3-yl)-3,5-difluorophenyl)ethan-1-ol C(C1=CC=CC=C1)OC1=NC(=CC=C1C1=C(C=C(C=C1F)CCO)F)OCC1=CC=CC=C1